C(C)(C)ON=C(C1=CC=CC=C1)C1=CC=CC=C1 benzophenone-O-isopropyl oxime